6-(4-cyclopropyl-5-(2-fluorophenyl)-1H-pyrazol-1-yl)-2-azaspiro[3.3]heptane C1(CC1)C=1C=NN(C1C1=C(C=CC=C1)F)C1CC2(CNC2)C1